(R)-2-amino-3-(3-(4-ethyl-2-methyloxazol-5-yl)-5-fluorobenzamido)propanoic acid N[C@@H](C(=O)O)CNC(C1=CC(=CC(=C1)F)C1=C(N=C(O1)C)CC)=O